3,4-bis((4-methylbenzyl)oxy)benzyl-1-cyclohexylmethanamine CC1=CC=C(COC=2C=C(CC(N)C3CCCCC3)C=CC2OCC2=CC=C(C=C2)C)C=C1